(1-methylbenzyl)benzene CC1(CC2=CC=CC=C2)CC=CC=C1